OC1(COC1)C1=CC=C(C=C1)NS(=O)(=O)C1CCN(CC1)S(=O)(=O)C1=CC=C(C=C1)C(F)(F)F N-(4-(3-hydroxyoxetan-3-yl)phenyl)-1-((4-(trifluoromethyl)phenyl)sulfonyl)piperidine-4-sulfonamide